C(C1=CC=CC=C1)OC=1C(=NC=C(C1C)C=1C=NN(C1)C(C)C)C#N 3-(benzyloxy)-5-(1-isopropyl-1H-pyrazol-4-yl)-4-methyl-picolinenitrile